2-hydroxy-3-methoxy-5-(1-phenyl-1H-pyrazol-3-yl)benzaldehyde OC1=C(C=O)C=C(C=C1OC)C1=NN(C=C1)C1=CC=CC=C1